1,2-Bis(tetrabromophthalimido)ethane BrC=1C(=C(C(=C2C1C(=O)N(C2=O)CCN2C(C=1C(C2=O)=C(C(=C(C1Br)Br)Br)Br)=O)Br)Br)Br